2-azabicyclo[3.2.1]octane hydrochloride Cl.C12NCCC(CC1)C2